CSCCOC1=NN=C(S1)N 5-(2-(methylthio)ethoxy)-1,3,4-thiadiazol-2-amine